NCCNCCC[Si](OC)(OC)C 3-(2-aminoethylaminyl)propylmethyl-dimethoxysilane